(E)-N-(4-(4-hydroxy-2-methylbut-2-enamido)butyl)-3,4-dimethylbenzamide OC/C=C(/C(=O)NCCCCNC(C1=CC(=C(C=C1)C)C)=O)\C